C(C)(C)C=1C(=NNC1C=1C=C(C=2N(C1)N=CN2)C)C2=CC=C(C=C2)N2C(CN(CC2)C)=O 1-(4-(4-isopropyl-5-(8-methyl-[1,2,4]triazolo[1,5-a]pyridin-6-yl)-1H-pyrazol-3-yl)phenyl)-4-methylpiperazin-2-one